C1(C=CC(N1COC(=O)C1CCCCC1)=O)=O (maleimidomethyl)cyclohexane-1-carboxylate